3,5-Dimethyl-4-nitro-1h-pyrazole CC1=NNC(=C1[N+](=O)[O-])C